COC(C1=C(C=C(C=C1)C#N)Br)=O 2-Bromo-4-cyanobenzoic acid methyl ester